3-{3-isopropyl-4-[(6-methoxy-1,5-naphthyridin-4-yl)oxy]phenyl}-1-[5-(trifluoromethyl)-3-pyridinyl]-2,4-imidazolidinedione C(C)(C)C=1C=C(C=CC1OC1=CC=NC2=CC=C(N=C12)OC)N1C(N(CC1=O)C=1C=NC=C(C1)C(F)(F)F)=O